C1(CC1)[C@@H](C1=CC=2N(N=C1)C=C(N2)[C@@H](NC(=O)C=2C=NN(C2)CCC(F)(F)F)C2CCC(CC2)(F)F)NC(CC2CC(C2)(F)F)=O |o1:3| N-((S)-(7-((S*)-Cyclopropyl(2-(3,3-difluorocyclobutyl)acetamido)methyl)imidazo[1,2-b]pyridazin-2-yl)(4,4-difluorocyclohexyl)methyl)-1-(3,3,3-trifluoropropyl)-1H-pyrazole-4-carboxamide